Ethyl 3-[4-(2-bromoacetyl)-4-methyl-isochroman-8-yl]propanoate BrCC(=O)C1(COCC2=C(C=CC=C12)CCC(=O)OCC)C